FCCOC(C(F)(F)F)(F)F 1,1,2,2,2-Pentafluoroethyl 2-fluoroethyl ether